(E)-4-bromo-β-nitrostyrene BrC1=CC=C(/C=C/[N+](=O)[O-])C=C1